CC1CC(CC(C1N)C)CC2CC(C(C(C2)C)N)C 3,3',5,5'-Tetramethyl-4,4'-diaminodicyclohexylmethane